NCC[C@H]1C[C@H](N(C1=O)C(=O)O)C(=O)O (2s,4s)-4-(2-aminoethyl)-5-oxopyrrolidine-1,2-dicarboxylic acid